(E)-3-(3-(3,5-bis-(trifluoromethyl)-phenyl)-1H-1,2,4-triazol-1-yl)-2-(furan-3-yl)acryl-amide FC(C=1C=C(C=C(C1)C(F)(F)F)C1=NN(C=N1)/C=C(/C(=O)N)\C1=COC=C1)(F)F